(1s,4s)-4-((2-((2-(1-(Cyclopropylsulfonyl)-1H-pyrazol-4-yl)pyridin-4-yl)amino)-5-(1-(difluoromethyl)-1H-pyrazol-3-yl)pyrimidin-4-yl)amino)-1-methylcyclohexan-1-ol C1(CC1)S(=O)(=O)N1N=CC(=C1)C1=NC=CC(=C1)NC1=NC=C(C(=N1)NC1CCC(CC1)(O)C)C1=NN(C=C1)C(F)F